C(C=C)[C@]1(C(CCC1)=O)CNC(OC(C)(C)C)=O (S)-tert-Butyl (1-allyl-2-oxocyclopentyl)methylcarbamate